C(C)(C)(C)[C@]1(N(CCC1)C(=O)O)C(C1=NOC(=N1)C)O.CN(C)CC1=NC(=C(C2=CC=C(C=C12)OC1=CC=CC=C1)O)C(=O)NCC(=O)O (1-((dimethylamino)methyl)-4-hydroxy-7-phenoxyisoquinoline-3-carbonyl)glycine (S)-tert-butyl-2-(hydroxy(5-methyl-1,2,4-oxadiazol-3-yl)methyl)pyrrolidine-1-carboxylate